C(C1=CC=CC=C1)(=O)C1(C2=NCN([C@H]3[C@H](OC)[C@H](O)[C@@H](CO)O3)C2=NC=N1)N 6-benzoyl-2'-O-methyladenosine